3-(2-(3-(4-amino-3-chlorobenzamido)-2-oxopyridin-1(2H)-yl)propanamido)-4-oxo-5-(2,3,5,6-tetrafluorophenoxy)pentanoic acid NC1=C(C=C(C(=O)NC=2C(N(C=CC2)C(C(=O)NC(CC(=O)O)C(COC2=C(C(=CC(=C2F)F)F)F)=O)C)=O)C=C1)Cl